1-((4s,6r)-6-((4-methoxy-5-(quinolin-6-yl)pyrrolo[2,1-f][1,2,4]triazin-2-yl)amino)-1-azaspiro[3.3]heptan-1-yl)ethan-1-one COC1=NC(=NN2C1=C(C=C2)C=2C=C1C=CC=NC1=CC2)NC2CC1(CCN1C(C)=O)C2